4-(N-(5,6-diphenylpyrazin-2-yl)-N-isopropylamino)-1-butanol C1(=CC=CC=C1)C=1N=CC(=NC1C1=CC=CC=C1)N(C(C)C)CCCCO